ClC1=C(C=C(C=2CN3[C@@H](COC21)CN(CC3)C(C=C)=O)OC)C3=C(C=CC=C3O)F 1-[(12AR)-10-chloro-9-(2-fluoro-6-hydroxyphenyl)-7-methoxy-3,4,12,12a-tetrahydro-6H-pyrazino[2,1-c][1,4]benzoxazepin-2(1H)-yl]prop-2-en-1-one